S1(=O)(=O)O[C@]2(N3C(N([C@H](CC2)C3)O1)=O)C(CO)(F)F.[Na] sodium (2s,5r)-2-(1,1-difluoro-2-hydroxyethyl)-7-oxo-1,6-diazabicyclo[3.2.1]octyl-6-yl sulfate